1-(4-(2,6-dioxopiperidin-3-yl)-3,5-difluorophenyl)azetidin-3-yl (3,3,3-trifluoropropyl)carbamate FC(CCNC(OC1CN(C1)C1=CC(=C(C(=C1)F)C1C(NC(CC1)=O)=O)F)=O)(F)F